(piperazin-1-ylmethyl)-N-(4-(2-(p-tolyl)propan-2-yl)thiazol-2-yl)nicotinamide N1(CCNCC1)CC1=C(C(=O)NC=2SC=C(N2)C(C)(C)C2=CC=C(C=C2)C)C=CC=N1